O=C1NC(CCC1C1=C(C=C(C=C1F)N1CC(C1)NC(OCC1CCC(CC1)(C)C)=O)F)=O (4,4-dimethylcyclohexyl)methyl (1-(4-(2,6-dioxopiperidin-3-yl)-3,5-difluorophenyl)azetidin-3-yl)carbamate